FC=1C(=CC(=C(C(=O)OC(C)(C)C)C1)C)C(=O)OC 1-(tert-butyl) 4-methyl 5-fluoro-2-methylterephthalate